OC1CCN(CC1)C(=O)C1=CC2=C(C=N1)C(=NN2CC(F)(F)F)NC2=NC=NC=C2 (4-Hydroxy-piperidin-1-yl)-[3-(pyrimidin-4-ylamino)-1-(2,2,2-trifluoro-ethyl)-1H-pyrazolo[4,3-c]pyridin-6-yl]-methanone